(R)-1-(3-(3-(4-(2-chloro-3-methoxyphenoxy)phenyl)-7-fluoro-1H-pyrazolo[4,3-c]pyridin-1-yl)pyrrolidin-1-yl)prop-2-en-1-one ClC1=C(OC2=CC=C(C=C2)C2=NN(C3=C2C=NC=C3F)[C@H]3CN(CC3)C(C=C)=O)C=CC=C1OC